2-amino-6-oxo-6,9-dihydro-1H-purine NC=1NC(C=2N=CNC2N1)=O